FC1(C(C1)N1N=CC=C1B(O)O)F [2-(2,2-Difluorocyclopropyl)pyrazol-3-yl]boronic acid